COC1=CC=C(CN(C2=CC(=CC(=N2)C2=C(C(=C3C(N(C=NC3=C2F)COCC[Si](C)(C)C)=O)F)Cl)C)CC2=CC=C(C=C2)OC)C=C1 7-(6-(bis(4-methoxybenzyl)amino)-4-methylpyridin-2-yl)-6-chloro-5,8-difluoro-3-((2-(trimethylsilyl)ethoxy)methyl)quinazolin-4(3H)-one